trans-(E)-N-(3-((6-(4-hydroxyphenyl)-1H-indazol-4-yl)oxy)cyclobutyl)-4-(pyrrolidin-1-yl)but-2-enamide OC1=CC=C(C=C1)C1=CC(=C2C=NNC2=C1)O[C@@H]1C[C@H](C1)NC(\C=C\CN1CCCC1)=O